2-[5-[[(3,4-dimethylpyrimido[4',5':4,5]thieno[2,3-c]pyridazin-8-yl)amino]methyl]-2-pyridinyl]propan-2-ol CC1=C(C2=C(N=N1)SC1=C2N=CN=C1NCC=1C=CC(=NC1)C(C)(C)O)C